(7aR,10R)-2-(4-(4-chloro-3-(trifluoromethyl)phenoxy)phenylethoxy)-6,7,10,11-tetrahydro-4H,8H-7a,10-methanopyrimido[6',1':2,3]pyrimido[6,1-c][1,4]oxazin-4-one ClC1=C(C=C(OC2=CC=C(C=C2)CCOC2=NC(N3C(N4[C@]5(CO[C@@H](C4)C5)CC3)=C2)=O)C=C1)C(F)(F)F